tert-butyl 7-((2-((tert-butyldimethylsilyl)oxy)ethyl)sulfonyl)-2-(3-((R)-3-methoxy-2-methyl-3-oxopropyl)phenyl)-2,6,6-trimethylheptanoate [Si](C)(C)(C(C)(C)C)OCCS(=O)(=O)CC(CCCC(C(=O)OC(C)(C)C)(C)C1=CC(=CC=C1)C[C@H](C(=O)OC)C)(C)C